2-bromo-5-methoxy-4-aminopyridine BrC1=NC=C(C(=C1)N)OC